FC(S(=O)(=O)OC1=NC(=C(C2=C1C=CS2)C2=C(C=C(C=C2)F)OC(C)C)C2=NN1C(CNC[C@H]1C)=C2)(F)F [7-(4-fluoro-2-isopropoxy-phenyl)-6-[(7R)-7-methyl-4,5,6,7-tetrahydropyrazolo[1,5-a]pyrazin-2-yl]thieno[3,2-c]pyridin-4-yl] trifluoromethanesulfonate